Methyl 2-((1RS,4SR,6RS)-6-((5-cyclopropyl-3-(2,6-dichlorophenyl)isoxazol-4-yl) methoxy)-2-azabicyclo[2.2.1]heptan-2-yl)benzo[d]thiazole-6-carboxylate C1(CC1)C1=C(C(=NO1)C1=C(C=CC=C1Cl)Cl)CO[C@@H]1C[C@H]2CN([C@@H]1C2)C=2SC1=C(N2)C=CC(=C1)C(=O)OC |r|